FC1=CC=C(OC=2C=CC(=NC2)C=2C=C(C3=C(C=C(O3)CN)C2)C2=CC=C(C=C2)F)C=C1 (5-(5-(4-fluorophenoxy)pyridin-2-yl)-7-(4-fluorophenyl)benzofuran-2-yl)methylamine